CC1=NOC(=C1C=1C=CC(=NC1)C[N+]1=NOC(=C1)[N-]C(NC1=CC(=CC(=C1)C(F)(F)F)F)=O)C (3-((5-(3,5-dimethylisoxazol-4-yl)pyridin-2-yl)methyl)-1,2,3-oxadiazol-3-ium-5-yl)((3-fluoro-5-(trifluoromethyl)phenyl)carbamoyl)amide